N1=C(C=CC=C1)C1(CCC(CC1)N1C2C(CC1)N(CC2)C(CNC(C2=CC(=CC=C2)C(F)(F)F)=O)=O)NC(OC(C)(C)C)=O tert-butyl ((1s,4s)-1-(pyridin-2-yl)-4-(4-((3-(trifluoromethyl)benzoyl)glycyl)hexahydropyrrolo[3,2-b]pyrrol-1(2H)-yl)cyclohexyl)carbamate